p-chlorobenzenesulfinate ClC1=CC=C(C=C1)S(=O)[O-]